1-benzhydryl-3-(2-bromophenyl)azetidine-3-carbonitrile C(C1=CC=CC=C1)(C1=CC=CC=C1)N1CC(C1)(C#N)C1=C(C=CC=C1)Br